C(C)(C)C1=C(C(=CC(=C1)C(C)C)C(C)C)C=1C=C(C2=CC=CC=C2C1)C1=CC(=CC2=CC=CC=C12)C1=C(C=C(C=C1C(C)C)C(C)C)C(C)C (S)-3,3'-bis(2,4,6-triisopropylphenyl)-1,1'-binaphthalene